CC(=O)N[C@@H]1[C@H]([C@@H]([C@H](O[C@H]1OC[C@H]([C@@H]([C@@H]([C@H](CO)NC(=O)C)O)O)O)CO)O[C@H]2[C@@H]([C@H]([C@H]([C@H](O2)CO)O)O)O)O The molecule is a glycosyl alditol derivative consisting of N-acetyllactosamine and N-acetyl-D-galactosaminitol joined in sequence by a (1->6) glycosidic bond. It is a glycosyl alditol derivative, a glycoside and a member of acetamides. It derives from a N-acetyl-D-galactosaminitol and a N-acetyllactosamine.